F.C(CCCCCCCC=CCCCCCCCC)N N-octadeca-9-enylamine hydrofluoride